(S)-3-(6-(difluoromethoxy)pyridin-3-yl)-3-(2-oxo-3-(3-(5,6,7,8-tetrahydro-1,8-naphthyridin-2-yl)propyl)-2,3-dihydro-1H-imidazol-1-yl)propanoic acid FC(OC1=CC=C(C=N1)[C@H](CC(=O)O)N1C(N(C=C1)CCCC1=NC=2NCCCC2C=C1)=O)F